(5'-bromo-3'-chloro-[1,1'-biphenyl]-2-yl)(methyl)sulfane BrC=1C=C(C=C(C1)C1=C(C=CC=C1)SC)Cl